2,6-dimethoxybenzyloctylphosphine oxide COC1=C(CP(CCCCCCCC)=O)C(=CC=C1)OC